COC(=O)[C@@]12CCCN2C[C@@H](C1)F.C(C)(C)(C)N1CCN(CC1)C1=C2C=C(C(=NC2=C(C(=N1)COC)Br)C1=C(C=CC=C1)F)Cl tert-butyl-4-(8-bromo-3-chloro-2-(2-fluorophenyl)-7-(methoxymethyl)-1,6-naphthyridin-5-yl)piperazine methyl-(2R,7aR)-2-fluorotetrahydro-1H-pyrrolizine-7a(5H)-carboxylate